BrC1=CC=CC=2C=3N(C(=NC12)NC=1C(N=CC=CC1)=O)N=C(N3)C=3C=NN(C3)C3CCC3 (3R)-3-{[7-bromo-2-(1-cyclobutyl-1H-pyrazol-4-yl)[1,2,4]triazolo[1,5-c]quinazolin-5-yl]amino}azepin-2-one